Cl.CC1(CNC2=C1C=NC(=C2)C(C)C2=CC=CC=C2)C 3,3-Dimethyl-6-(1-phenyl-ethyl)-2,3-dihydro-1H-pyrrolo[3,2-c]pyridine, Hydrochloride Salt